OC1=CC2=C(N=C(S2)N2C([C@H]3[C@H]4C=C[C@@H]([C@H]3C2=O)C4)=O)C=C1 (1R,2S,6R,7S)-4-(6-hydroxy-1,3-benzothiazol-2-yl)-4-azatricyclo[5.2.1.02,6]dec-8-ene-3,5-dione